1-(4-(3-(6-(((3S,4S)-4-fluoropyrrolidin-3-yl)amino)pyridin-2-yl)imidazo[1,2-b]pyridazin-6-yl)-1H-pyrazol-1-yl)-2-methylpropan-2-ol F[C@@H]1[C@H](CNC1)NC1=CC=CC(=N1)C1=CN=C2N1N=C(C=C2)C=2C=NN(C2)CC(C)(O)C